F[C@H]1[C@@H]2CC[C@H](C[C@H]1N(C)C1=NC=C(N=C1)C1=C(C=C(C(=C1)F)C=1C=NN(C1)C)OCOC)N2C(=O)OC(C)(C)C tert-butyl (1S,2R,3R,5R)-2-fluoro-3-([5-[5-fluoro-2-(methoxymethoxy)-4-(1-methylpyrazol-4-yl) phenyl] pyrazin-2-yl] (methyl) amino)-8-azabicyclo[3.2.1]octane-8-carboxylate